N/C(=N/C(NCC)=O)/NCCC[C@@H](NC(C(C1=CC=CC=C1)N1CC2=CC=CC(=C2C1)NCCCNC(OC(C)(C)C)=O)=O)C(NCC1=C(C=C(C=C1F)O)F)=O tert-Butyl (3-((2-((11R,Z)-6-amino-11-((2,6-difluoro-4-hydroxybenzyl)carbamoyl)-4,13-dioxo-14-phenyl-3,5,7,12-tetraazatetradec-5-en-14-yl)isoindolin-4-yl)amino)propyl)carbamate